6-(4-((4-(1H-pyrazol-4-yl)phenyl)-amino)-pyrimidin-2-yl)-N-ethyl-N-(2-hydroxyethyl)-1H-indole-2-carboxamide N1N=CC(=C1)C1=CC=C(C=C1)NC1=NC(=NC=C1)C1=CC=C2C=C(NC2=C1)C(=O)N(CCO)CC